C(CCC=CCCCCC)=O Dec-4-enal